(4-methylbenzyl)-N-(1-phenylvinyl)acetamide CC1=CC=C(CCC(=O)NC(=C)C2=CC=CC=C2)C=C1